CCCCCCCCCCCCCCCCCCCC(=O)OC[C@H](COP(=O)(O)OC[C@H](CO)O)OC(=O)CCCCCCC/C=C\C/C=C\CCCC 1-eicosanoyl-2-(9Z,12Z-heptadecadienoyl)-glycero-3-phospho-(1'-sn-glycerol)